(2R,3R,4R,5S)-2-(hydroxymethyl)-1-[(3-{[methyl({2-nitro-4-[(1,2-oxazolidin-2-yl)methyl]phenyl})amino]methyl}phenyl)methyl]piperidine OC[C@@H]1N(CCCC1)CC1=CC(=CC=C1)CN(C1=C(C=C(C=C1)CN1OCCC1)[N+](=O)[O-])C